CN1C(=O)N(C=2N=CNC2C1=O)CC(C)C 1-Methyl-3-Isobutylxanthine